BrC=1C(=NC(=C(C1)Br)F)NC(=S)NC(C)=O N-((3,5-dibromo-6-fluoropyridin-2-yl)carbamothioyl)acetamide